3-(2-fluorobenzamido)propoxy-4-methoxy-2-nitrobenzoate FC1=C(C(=O)NCCCOC=2C(=C(C(=O)[O-])C=CC2OC)[N+](=O)[O-])C=CC=C1